9,12-dioxa-6-aza-2-silapentadecan-6-ium-15-oate C[SiH2]CCC[NH2+]CCOCCOCCC(=O)[O-]